[2-(2-fluoro-3-pyridyl)-5-(2-trimethylsilylethoxymethyl)pyrrolo[3,2-d]pyrimidin-7-yl]-[4-[1-methyl-4-(trifluoromethyl)imidazol-2-yl]phenyl]methanol FC1=NC=CC=C1C=1N=CC2=C(N1)C(=CN2COCC[Si](C)(C)C)C(O)C2=CC=C(C=C2)C=2N(C=C(N2)C(F)(F)F)C